CN1[C@@H]2[C@H](CC1)CN(C2)C2=C(C=NC=1NC3=C(C=C(C(=C3C12)F)F)NC)C1=CN2C(C(=CC=C2C=C1)C(=O)O)=O 7-[4-[(3aR,6aR)-1-methyl-2,3,3a,4,6,6a-hexahydropyrrolo[3,4-b]pyrrol-5-yl]-5,6-difluoro-8-(methylamino)-9H-pyrido[2,3-b]indol-3-yl]-4-oxo-quinolizine-3-carboxylic acid